tert-Butyl 3-(4-cyclobutyl-7-(thiazol-2-yl)benzo[d]oxazol-2-yl)-3,6-diazabicyclo[3.1.1]heptane-6-carboxylate C1(CCC1)C1=CC=C(C2=C1N=C(O2)N2CC1N(C(C2)C1)C(=O)OC(C)(C)C)C=1SC=CN1